3-ethyl-6-fluoro-2-methoxy-4-[(1H-pyrazol-1-yl)methyl]benzonitrile C(C)C=1C(=C(C#N)C(=CC1CN1N=CC=C1)F)OC